C1(CC1)OCCN(CCC(C(=O)O)NC(N(CC)CC)=O)CCCCC1=NC=2NCCCC2C=C1 4-[2-(cyclopropoxy)ethyl-[4-(5,6,7,8-tetrahydro-1,8-naphthyridin-2-yl)butyl]amino]-2-(diethylcarbamoylamino)butanoic acid